phosphinomethyl iodide PCI